N-arachidyl-serine C(CCCCCCCCCCCCCCCCCCC)N[C@@H](CO)C(=O)O